SC=1C(=O)NC(C1)=O sulfhydryl-(maleimide)